7-(2-chloro-5-fluoropyrimidin-4-yl)-1-isopropyl-3-methoxyquinolin-4(1H)-one ClC1=NC=C(C(=N1)C1=CC=C2C(C(=CN(C2=C1)C(C)C)OC)=O)F